ClC=1C=C(COC=2C=C(C=NC2)N2C[C@@H](OCC2)CCC(=O)O)C=CC1OC(F)(F)F 3-[(2S)-4-(5-{[3-chloro-4-(trifluoromethoxy)benzyl]oxy}pyridin-3-yl)morpholin-2-yl]propanoic acid